4-4'-methylenebis(oxyethylenethio)diphenol C1=CC(=CC=C1O)SCCOCOCCSC2=CC=C(C=C2)O